CN(C1=CC=C2C(=C3C(O2)=CC=CC(=C3)[N-]C3=CC2=CC=CC=C2C=C3)C1)C N-(N,N-dimethyl-2-aminocyclohepta[b]benzofur-9-yl)naphth-2-ylamide